butyl-5-norbornene-2-carboxylate C(CCC)OC(=O)C1C2C=CC(C1)C2